C(=C)CC(=O)O.C(C)(=O)OC=C vinyl acetate-(vinyl acetate)